C(C1=CC=CC=C1)(=O)OC[C@@H]1[C@@]([C@@H]2[C@@H](OC(O2)(C)C)O1)(C)O ((3aR,5R,6R,6aR)-6-hydroxy-2,2,6-trimethyltetrahydrofuro[2,3-d][1,3]dioxol-5-yl)methyl benzoate